[2-(aminomethyl)-3,3-difluoro-allyl]-4-[[5-(1-benzylpyrazol-4-yl)-2-thienyl]methyl]-1,2,4-triazol-3-one trifluoroacetate FC(C(=O)O)(F)F.NCC(CC=1N(C(NN1)=O)CC=1SC(=CC1)C=1C=NN(C1)CC1=CC=CC=C1)=C(F)F